(6-methoxypyridin-2-yl)methanone (S)-methyl-2-((4-(6-((6-cyanobenzo[d]thiazol-2-yl)methoxy)pyridin-2-yl)piperazin-1-yl)methyl)-1-(oxetan-2-ylmethyl)-1H-benzo[d]imidazole-6-carboxylate COC(=O)C=1C=CC2=C(N(C(=N2)CN2CCN(CC2)C2=NC(=CC=C2)OCC=2SC3=C(N2)C=CC(=C3)C#N)C[C@H]3OCC3)C1.COC1=CC=CC(=N1)C=O